N1(CCOCC1)CCOC=1C=CC(=NC1)C1=CC=CC2=C1OCCO2 8-[5-(2-morpholin-4-yl-ethoxy)-pyridin-2-yl]-2,3-dihydro-benzo[1,4]dioxin